N1CCCC12CCOCC2 8-oxa-1-azaspiro[4.5]decan